C(C)(=O)O[C@@H]1COCC[C@H]1NC1=NN2C(C=N1)=C(C=C2C21CC(C2)(C1)F)Cl (3S,4R)-4-[(5-chloro-7-{3-fluorobicyclo[1.1.1]pentan-1-yl}pyrrolo[2,1-f][1,2,4]triazin-2-yl)amino]oxan-3-yl acetate